tert-butyl (2-amino-5-(4-((3-hydroxypropyl)(methyl)amino)piperidin-1-yl)phenyl)carbamate NC1=C(C=C(C=C1)N1CCC(CC1)N(C)CCCO)NC(OC(C)(C)C)=O